O=C1NC(CCC1N1C(C2=C3C(C(=CC=C13)C1CCN(CC1)CC(=O)O)=CC=C2)=O)=O 2-[4-[1-(2,6-dioxo-3-piperidyl)-2-oxo-benzo[cd]indol-6-yl]-1-piperidyl]acetic acid